4-(6-fluoro-3,4-dihydroisoquinolin-2(1H)-yl-3,3-d2)-2,6-dimethylaniline FC=1C=C2CC(N(CC2=CC1)C1=CC(=C(N)C(=C1)C)C)([2H])[2H]